C1(=CC=C(C=C1)C1=NC(=NC(=N1)C1=C(C=CC=C1Cl)Br)C1=CC=CC=C1)C1=CC=CC=C1 2-([1,1'-biphenyl]-4-yl)-4-(2-bromo-6-chlorophenyl)-6-phenyl-1,3,5-triazine